N5-((1R,5S,6r)-3-oxabicyclo[3.1.0]Hex-6-yl)-N3-methyl-1H-Pyrazole-3,5-dicarboxamide [C@H]12COC[C@@H]2C1NC(=O)C1=CC(=NN1)C(=O)NC